(E)-1,2-diamino-1,2-dicyanoethylene N\C(=C(/C#N)\N)\C#N